FC=1C(=CC(=NC1)C)C1=CC(=NN1)C(=O)N1CCC(CC1)C(=O)N 1-[5-(5-fluoro-2-methylpyridin-4-yl)-1H-pyrazole-3-carbonyl]piperidine-4-carboxamide